C(C)(C)(C)OOC(CC(C(=O)OC)CC(C1=CC=C(C=C1)C)=O)(C1=CC=CC=C1)C1=CC=CC=C1 methyl 4-(tert-butylperoxy)-2-(2-oxo-2-(p-tolyl) ethyl)-4,4-diphenylbutyrate